2-oxoheptanediamide O=C(C(=O)N)CCCCC(=O)N